tert-butyl (R)-2-(6-bromo-1-oxoisoindolin-2-yl)butanoate BrC1=CC=C2CN(C(C2=C1)=O)[C@@H](C(=O)OC(C)(C)C)CC